OC1=C(C(=CC(=C1CN(C(OC(C)C)=O)C)CCCCC)O)C1=C(C=CC(=C1)C)C(=C)C isopropyl ((2,6-dihydroxy-5'-methyl-4-pentyl-2'-(prop-1-en-2-yl)-[1,1'-biphenyl]-3-yl)methyl)(methyl)carbamate